N1=CC(=CC=C1)[C@@H](C)N (R)-1-(pyridin-3-yl)ethan-1-amine